OCC1CN(CC(O1)(C)C)CC(=O)NC=1C=C(C(=NC1)C)NC(=O)C=1C=NN2C1SC(=C2)C=2C(=NC=CC2)OC N-(5-(2-(6-(hydroxymethyl)-2,2-dimethylmorpholino)acetamido)-2-methylpyridin-3-yl)-2-(2-methoxypyridin-3-yl)pyrazolo[5,1-b]thiazole-7-carboxamide